C(C)(C)(C)OC(=O)NC1=C(C(=CC=C1)C)N1C(=CC2=CC=CC=C12)C(=O)OCC1=CC(=CC=C1)C 3-methylbenzyl (S)-1-(2-((tert-butoxycarbonyl) amino)-6-methylphenyl)-1H-indole-2-carboxylate